ethyl-3-aminothiophene C(C)C=1SC=CC1N